ClC1=C(C(=O)NCC(N2CCC(CC2)OC2=NC(=NC=C2C)F)C2=C(N=CS2)C(F)F)C(=CC=C1)F 2-Chloro-N-{2-[4-(difluoromethyl)-1,3-thiazol-5-yl]-2-{4-[(2-fluoro-5-methylpyrimidin-4-yl)oxy]piperidin-1-yl}ethyl}-6-fluorobenzamide